4-[[(1R,2S)-2-(hydroxymethyl)cyclopropyl]butane-1,3-diynyl]benzoic acid OC[C@@H]1[C@@H](C1)C#CC#CC1=CC=C(C(=O)O)C=C1